O[C@@H]1[C@H](CCCC1)NC(=O)C=1C=CC(=C(C1)NC(=O)C1=CN=C(S1)CCC)C N-{5-{[(1S,2S)-2-hydroxycyclohexyl]carbamoyl}-2-methylphenyl}-2-propyl-1,3-thiazole-5-carboxamide